6-(3,5-difluoroanilino)-3-methoxy-pyridine-2-carboxylic acid methyl ester COC(=O)C1=NC(=CC=C1OC)NC1=CC(=CC(=C1)F)F